CO[Si](CCCCCCCC)(C)C methoxy(dimethyl)-n-Octylsilane